ClC=1C(=CC(=C(C1)NC(CC1CN(C1)C(=O)OC(C)(C)C)=O)F)C tert-butyl 3-(2-((5-chloro-2-fluoro-4-methylphenyl)amino)-2-oxoethyl)azetidine-1-carboxylate